FC(C1=CC(=NC(=C1)NCC1=CC(=C(C=C1)C)C)NC1=NC=C(C(=O)NC)C(=C1)N[C@@H]1[C@@H](C1)F)F 6-((4-(difluoromethyl)-6-((3,4-dimethylbenzyl)amino)pyridin-2-yl)amino)-4-(((1S,2R)-2-fluorocyclopropyl)amino)-N-methylnicotinamide